6-quinolin-7-yl-5-[1-(4,4,4-trifluoro-3,3-dimethylbutyl)-1H-pyrazol-4-yl]pyridine-2-carbonitrile N1=CC=CC2=CC=C(C=C12)C1=C(C=CC(=N1)C#N)C=1C=NN(C1)CCC(C(F)(F)F)(C)C